Sodium Formate Sodium formate C(=O)[O-].[Na+].C(=O)[O-].[Na+]